C1(=CC=CC=C1)CCC(=O)NC1CNCCC1 3-(3-phenylpropanamido)piperidin